ONC(C(CCOC)(C)C)=O N-hydroxy-4-methoxy-2,2-dimethylbutyramide